7-α-hydroxycholest-4-en-3-One C[C@H](CCCC(C)C)[C@H]1CC[C@@H]2[C@@]1(CC[C@H]3[C@H]2[C@@H](CC4=CC(=O)CC[C@]34C)O)C